C(CCC)OC1=CC=C(C=C1)C1=CC=CC=2C3=CC=CC=C3CC12 (4-butoxyphenyl)-9H-fluorene